C(#C)[Si](C1=CC=C(C=C1)[Si](OC)(OC)C#C)(OC)OC 1,4-bis(ethynyldimethoxysilyl)benzene